CC(=O)OC1=CC2=C(S1)CC[NH+](C2)[C@@H](C3=CC=CC=C3F)C(=O)C4CC4 The molecule is an organic cation resulting from the protonation of the amino group of (S)-prasugrel. It is an ammonium ion derivative and an organic cation. It is a conjugate acid of a (S)-prasugrel. It is an enantiomer of a (R)-prasugrel(1+).